5-((6-(1-((1S,3s)-3-(1,1-difluoro-5-azaspiro[2.4]hept-5-yl)cyclobutyl)-2-oxospiro[indolin-3,4'-piperidin]-6-yl)-3-isopropyl-3H-imidazo[4,5-c]pyridin-4-yl)amino)-N,2-dimethylbenzamide FC1(C[C@@]12CN(CC2)C2CC(C2)N2C(C1(CCNCC1)C1=CC=C(C=C21)C2=CC1=C(C(=N2)NC=2C=CC(=C(C(=O)NC)C2)C)N(C=N1)C(C)C)=O)F